(1S,3'R,4'S,5'S,6'R)-6'-methyl-6-(4-methoxybenzyl)-5-chloro-3',4',5',6'-tetrahydro-3H-spiro[isobenzofuran-1,2'-pyran]-3',4',5'-triol C[C@@H]1[C@H]([C@@H]([C@H]([C@]2(O1)OCC1=CC(=C(C=C12)CC1=CC=C(C=C1)OC)Cl)O)O)O